perfluoroisopropyl-triazine thymidine-5'-monophosphate P(=O)(O)(O)OC[C@@H]1[C@H](C[C@@H](O1)N1C(=O)NC(=O)C(C)=C1)O.FC=1C(=NN=NC1F)C(C(F)(F)F)(C(F)(F)F)F